N-(2-chloro-6-methylphenyl)-2-((2-methyl-6-(piperazin-1-yl)pyrimidin-4-yl)amino)thiazole ClC1=C(C(=CC=C1)C)N1C(SC=C1)NC1=NC(=NC(=C1)N1CCNCC1)C